dihydro-beta-ionone CC1=C(C(CCC1)(C)C)CCC(=O)C